2-(2,4-difluorophenyl)-4-[[phenylsulfonyl]oxy]-5-amino-3(2H)-furanone FC1=C(C=CC(=C1)F)C1OC(=C(C1=O)OS(=O)(=O)C1=CC=CC=C1)N